1,1-dibenzyl-3-phenylurea C(C1=CC=CC=C1)N(C(=O)NC1=CC=CC=C1)CC1=CC=CC=C1